methyl DL-mandelate C(C(O)C1=CC=CC=C1)(=O)OC